N1(CCOCC1)C1=CC=C(C=C1)B(O)O 4-(morpholin-4-yl)phenylboronic acid